TERT-BUTYL-4-FLUORO-3-NITROBENZOATE C(C)(C)(C)OC(C1=CC(=C(C=C1)F)[N+](=O)[O-])=O